5-Morpholin-4-ylmethyl-furan N1(CCOCC1)CC1=CC=CO1